OC=1C=C2CC[C@@H]([C@@H](C2=CC1)C1=CC=C(C=C1)N1CCC(CC1)CN1CCN(CC1)C=1C=C2CN(C(C2=CC1)=O)[C@H]1C(NC(CC1)=O)=O)C(C)C (R)-3-(5-(4-((1-(4-((1R,2R)-6-hydroxy-2-isopropyl-1,2,3,4-tetrahydronaphthalen-1-yl)phenyl)piperidin-4-yl)methyl)piperazin-1-yl)-1-oxoisoindolin-2-yl)piperidine-2,6-dione